((((9H-fluoren-9-yl)methoxy)carbonyl)amino)-3-methylbutanamid C1=CC=CC=2C3=CC=CC=C3C(C12)COC(=O)NC(C(=O)N)C(C)C